N-[[6-(3,3-dimethylbutyl)-6-azaspiro[2.5]octan-2-yl]methyl]-6-[2-(trifluoromethoxy)phenyl]pyridazin-3-amine CC(CCN1CCC2(C(C2)CNC=2N=NC(=CC2)C2=C(C=CC=C2)OC(F)(F)F)CC1)(C)C